C1(=CC=CC=C1)P(C1=CC=CC=C1)C1=CC=CC=C1.CCl methyl chloride triphenylphosphine salt